N-(5-(2-(3,3-difluoropiperidin-1-yl)acetamido)-2-methylpyridin-3-yl)-2-(1-methyl-1H-pyrazol-4-yl)pyrazolo[5,1-b]thiazole-7-carboxamide FC1(CN(CCC1)CC(=O)NC=1C=C(C(=NC1)C)NC(=O)C=1C=NN2C1SC(=C2)C=2C=NN(C2)C)F